5-(2-(6-chloro-1H-indol-3-yl)acetyl)octahydro-1H-pyrrolo[3,4-c]pyridine-7-carboxylic acid ethyl ester hydrochloride Cl.C(C)OC(=O)C1C2C(CN(C1)C(CC1=CNC3=CC(=CC=C13)Cl)=O)CNC2